FC=1C=C(C=CC1)C1=CC=C2C(C(COC2=C1)(C)C)NC(O[C@@H]1CN2CCC1CC2)=O (S)-quinuclidin-3-yl (7-(3-fluorophenyl)-3,3-dimethylchroman-4-yl)carbamate